5-methoxy-N,N-dimethyl-6-nitropyridine-3-sulfonamide COC=1C=C(C=NC1[N+](=O)[O-])S(=O)(=O)N(C)C